ClC=1C2=CN(N=C2C(=C(C1)C1=CC=C(C=C1)OCCN1CCC(CC1)O)Cl)[C@@H](C(=O)NC=1SC=CN1)C1=C2N(C=N1)C[C@@H](C2)F |&1:27| rac-2-(4,7-Dichloro-6-(4-(2-(4-hydroxypiperidin-1-yl)ethoxy)phenyl)-2H-indazol-2-yl)((R)-6-fluoro-6,7-dihydro-5H-pyrrolo[1,2-c]imidazol-1-yl)-N-(thiazol-2-yl)acetamide